S1C(=CC=C1)C1=CC=2C(C3=CC=C(C=C3C(C2C=C1)(C#C[Si](C(C)C)(C(C)C)C(C)C)O[Si](C)(C)C)C=1SC=CC1)(C#C[Si](C(C)C)(C(C)C)C(C)C)O[Si](C)(C)C ((2,6-di(thiophen-2-yl)-9,10-bis((triisopropylsilyl)ethynyl)-9,10-dihydroanthracene-9,10-diyl)bis(oxy))bis(trimethylsilane)